BrC=1C=C2C(=NC1)OC1=CC=C(C=C1C2=O)I 3-bromo-7-iodo-5H-chromeno[2,3-b]Pyridin-5-one